O=C1NC2=C(C=CC=C2C1(C1=CC=C(C=C1)OC(F)(F)F)N1CCC(=CC1)B(O)O)C(F)(F)F (1-(2-oxo-3-(4-(trifluorometh-oxy)phenyl)-7-(trifluoromethyl)indolin-3-yl)-1,2,3,6-tetrahydropyridin-4-yl)boronic acid